C[C@H]1CN(CCO1)CC#C (S)-2-methyl-4-(prop-2-yn-1-yl)morpholine